epoxy-beta-ionone CC(=O)/C=C/C12C(CCCC1(O2)C)(C)C